C(C)C=1C=CC=C2C=C(C=C(C12)O)OCOC 8-ethyl-3-(methoxymethoxy)naphthalene-1-ol